OCCNC(=O)C(=O)NCCO N,N'-bis-(hydroxyethyl)oxamide